7-bromo-6-fluoro-9-isopropyl-2-methyl-9,10-Dihydro-8-oxa-2,4,10a-triazanaphtho[2,1,8-cde]azulene-1(2H)-one BrC1=C(C=C2N=CC=3N(C(N4CC(OC1=C2C34)C(C)C)=O)C)F